C(CCC)N1C(N(C(CC1=O)=O)C1CCC(CC1)(C)CN1C(NC(C(C1)(C)C)=O)=O)=O 1-butyl-3-(4-((5,5-dimethyl-2,4-dioxotetrahydropyrimidin-1(2H)-yl)methyl)-4-methylcyclohexyl)pyrimidine-2,4,6(1H,3H,5H)-trione